phenylenediaminium fluorine salt [F].C1(=C(C=CC=C1)[NH3+])[NH3+]